CC1=C(OCC(=O)CC(=O)N)C(=CC=C1)C [2-(2,6-dimethylphenoxy)acetyl]acetamide